Benzyl (1S,7S,8S)-8-chloro-5-oxa-2-azabicyclo[5.1.0]octane-2-carboxylate Cl[C@H]1[C@@H]2COCCN([C@H]12)C(=O)OCC1=CC=CC=C1